COC1=CC=CC=C1C2=CC=CC=C2 METHYL DIPHENYL ETHER